2,2-dimethylaminobutyric acid tert-butylester C(C)(C)(C)OC(C(CC)(NC)NC)=O